ethyl 4-(3'-cyclobutoxy-3,5-difluoro-biphenyl-4-yloxy)-butyrate C1(CCC1)OC=1C=C(C=CC1)C1=CC(=C(C(=C1)F)OCCCC(=O)OCC)F